C(C)OC1=C(C=C(C=C1)C=1C=C2CCC(C(C2=CC1)NC(O[C@@H]1CN2CCC1CC2)=O)(C)C)F (S)-quinuclidin-3-yl (6-(4-ethoxy-3-fluorophenyl)-2,2-dimethyl-1,2,3,4-tetrahydronaphthalen-1-yl)carbamate